[5-(3,5-dichlorophenyl)-5-trifluoromethyl-4,5-dihydro-isoxazol-3-yl]-2-trifluoromethyl-benzoic acid methyl ester COC(C1=C(C(=CC=C1)C1=NOC(C1)(C(F)(F)F)C1=CC(=CC(=C1)Cl)Cl)C(F)(F)F)=O